C(C)(=O)C=1C=C(C=CC1)NC(=O)NC=1C=C2C(N(C(N(C2=CC1)CCN1CCCCC1)=O)C1=CC=NC=C1)=O 1-(3-Acetylphenyl)-3-(2,4-dioxo-1-(2-(piperidin-1-yl)ethyl)-3-(pyridin-4-yl)-1,2,3,4-tetrahydroquinazolin-6-yl)urea